N-methyl-N-((2-phenylimidazo[1,2-a]pyridin-3-yl)methyl)propan-1-amine CN(CCC)CC1=C(N=C2N1C=CC=C2)C2=CC=CC=C2